BrC1=CC(=C(O[C@H](C(=O)O)C)C=C1)C(C1=CC=CC=C1)(F)F (2S)-2-{4-bromo-2-[difluoro(phenyl)methyl]phenoxy}propionic acid